2-isobutyramido-N-(2-(4-(pentafluorosulfanyl)phenoxy)ethyl)isonicotinamide C(C(C)C)(=O)NC=1C=C(C(=O)NCCOC2=CC=C(C=C2)S(F)(F)(F)(F)F)C=CN1